((2-(3-bromo-2-methylphenyl)oxazolo[5,4-c]pyridin-6-yl)methyl)pyrrolidine-3-carboxylate BrC=1C(=C(C=CC1)C=1OC=2C=NC(=CC2N1)COC(=O)C1CNCC1)C